6-chloro-1-[2-(trimethylsilyl)ethoxymethyl]spiro[pyrrolo[2,3-b]pyridin-3,4'-tetrahydropyran]-2-one ClC1=CC=C2C(=N1)N(C(C21CCOCC1)=O)COCC[Si](C)(C)C